5-(hexyloxy)dodecane-1-ol C(CCCCC)OC(CCCCO)CCCCCCC